OCCCCCC[C@H]1NC(N[C@H]1C)=O (4R,5S)-4-(6-hydroxyhexyl)-5-methylimidazolidin-2-one